CN(C1=CC=C(C(=O)NC2=CC=C(C=C2)[N+](=O)[O-])C=C1)C 4-(Dimethylamino)-N-(4-nitrophenyl)benzamide